FC1=CC(=C(C=C1)NC1=C(C(=O)OC)C=CC(=C1)OC(F)(F)F)C(C)C methyl 2-((4-fluoro-2-iso-propylphenyl)-amino)-4-(trifluorometh-oxy)benzoate